(2S,4S)-4-azido-1-((3-hydroxyadamantan-1-yl)glycyl)pyrrolidine-2-carbonitrile N(=[N+]=[N-])[C@H]1C[C@H](N(C1)C(CNC12CC3(CC(CC(C1)C3)C2)O)=O)C#N